C(C)(C)(C)OC(=O)N1N=C(C2=CC=C(C(=C12)Cl)SCCC(=O)OC)Br 3-bromo-7-chloro-6-((3-methoxy-3-oxopropyl)thio)-1H-indazole-1-carboxylic acid tert-butyl ester